5-CHLORO-3-ETHYL-1-PHENYL-1H-PYRAZOLE-4-CARBALDEHYDE ClC1=C(C(=NN1C1=CC=CC=C1)CC)C=O